N-(5-(2,6-dimethylmorpholino)-4'-((4-(2-hydroxy-2-methylpropoxy)-6-(methylsulfonyl)pyridin-2-yl)amino)-[2,3'-bipyridin]-6'-yl)acetamide CC1OC(CN(C1)C=1C=CC(=NC1)C=1C=NC(=CC1NC1=NC(=CC(=C1)OCC(C)(C)O)S(=O)(=O)C)NC(C)=O)C